C(CCCC)NC(=O)N1C=NC=C1 N-pentylimidazole-1-carboxamide